N-[5-[[2-bromo-6-chloro-4-[1,2,2,3,3,3-hexafluoro-1-(trifluoromethyl)propyl]phenyl]carbamoyl]-2-cyanophenyl]-4-cyano-2-methylbenzamide BrC1=C(C(=CC(=C1)C(C(C(F)(F)F)(F)F)(C(F)(F)F)F)Cl)NC(=O)C=1C=CC(=C(C1)NC(C1=C(C=C(C=C1)C#N)C)=O)C#N